(S)-4-(2-(3-Chloro-4-cyanophenyl)-3-methyl-2,8-diazaspiro[4.5]decan-8-yl)-3-fluorobenzoic acid ClC=1C=C(C=CC1C#N)N1CC2(C[C@@H]1C)CCN(CC2)C2=C(C=C(C(=O)O)C=C2)F